furanpropionate O1C(=CC=C1)CCC(=O)[O-]